2-Amino-N-(1-[8-chloro-5-(1,1-dioxidothiomorpholin-4-yl)imidazo[1,5-a]pyridin-6-yl]ethyl)pyrazolo[1,5-a]pyrimidine-3-carboxamide NC1=NN2C(N=CC=C2)=C1C(=O)NC(C)C=1C=C(C=2N(C1N1CCS(CC1)(=O)=O)C=NC2)Cl